CN(C)CC1(CC12CCC2)COC=2N=C(C1=C(N2)C(=C(N=C1)C1=CC(=CC2=CC=C(C(=C12)CC)F)OCOC)F)N1C[C@@](CCC1)(O)C (R)-1-[2-[[2-[(dimethylamino)methyl]spiro[2.3]hex-2-yl]methoxy]-7-[8-ethyl-7-fluoro-3-(methoxymethoxy)-1-naphthyl]-8-fluoro-pyrido[4,3-d]pyrimidin-4-yl]-3-methyl-piperidin-3-ol